tert-butyl {(2S)-1-amino-1-oxo-3-[(3S)-2-oxopyrrolidin-3-yl]propan-2-yl}carbamate NC([C@H](C[C@H]1C(NCC1)=O)NC(OC(C)(C)C)=O)=O